C1NC[C@H]2[C@H]1CC(C2)C2=CC=C(C=C2)C2=CC(=CC1=CC(=CC=C21)C2=CC=C(C=C2)C(F)(F)F)C(=O)O rac-4-(4-((3aR,6aR)-Octahydrocyclopenta[c]pyrrol-5-yl)phenyl)-7-(4-(trifluoromethyl)phenyl)-2-naphthoic acid